(R)-(2-methyloxiran-2-yl)methyl 4-nitrobenzoate [N+](=O)([O-])C1=CC=C(C(=O)OC[C@@]2(OC2)C)C=C1